C[Si]([Si](C1C=C(C=C1)C)(C)C)(C1C(=CC2=C(C=3CCCC3C=C12)C1=CC=CC=C1)C)C 1,1,2,2-tetramethyl-1-(2-methyl-4-phenyl-1,5,6,7-tetrahydro-s-indacen-1-yl)-2-(3-methylcyclopenta-2,4-dien-1-yl)disilane